BrC=1C=C(C)C=C(C1Br)I 3,4-dibromo-5-iodotoluene